2,2-dimethyl-2,3,4,5-tetrahydrobenzo[f][1,4]oxazepine, hydrochloride Cl.CC1(OC2=C(CNC1)C=CC=C2)C